(S,E)-N-(1-(3-(difluoromethoxy)phenyl)-4,4-difluorobutylidene)-2-methylpropane-2-sulfinamide FC(OC=1C=C(C=CC1)\C(\CCC(F)F)=N\[S@@](=O)C(C)(C)C)F